butyl(4-(2,4,9-trimethyl-5-oxo-5,6,7,8-tetrahydro-[1,3]dioxolo[4,5-g]isoquinolin-2-yl)bicyclo[2.2.2]octan-1-yl)carbamate C(CCC)OC(NC12CCC(CC1)(CC2)C2(OC=1C(=C(C=3CCNC(C3C1C)=O)C)O2)C)=O